CC1=CC=C(C=C1)NC(C(C(C)=O)=CC1=CC=CC=C1)=O N-(4-methylphenyl)-3-oxo-2-(phenylmethylene)butanamide